CC=1NC(C(=C(N1)C)CN1C=NC(=C(C1=O)OC=1C(=C(C#N)C=C(C1)CC)F)C(C(F)F)(F)F)=O 3-((1-((2,4-dimethyl-6-oxo-1,6-dihydropyrimidin-5-yl)methyl)-6-oxo-4-(1,1,2,2-tetrafluoroethyl)-1,6-dihydropyrimidin-5-yl)oxy)-5-ethyl-2-fluorobenzonitrile